N-(7-aminoheptyl)-2-chloro-4-((3-(2,3-difluoro-4-methoxyphenyl)imidazo[1,2-a]pyrazin-8-yl)amino)benzamide hydrochloride Cl.NCCCCCCCNC(C1=C(C=C(C=C1)NC=1C=2N(C=CN1)C(=CN2)C2=C(C(=C(C=C2)OC)F)F)Cl)=O